CN1C=NC(=C1SC1=C2NC=NC2=NC=N1)[N+](=O)[O-] 6-(3-methyl-5-nitroimidazol-4-yl)thio-7H-purine